(R)-1-(4-((5-(1-(2,2-difluoroethyl)-1H-benzo[d][1,2,3]triazol-6-yl)-4-methoxypyrrolo[2,1-f][1,2,4]triazin-2-yl)amino)-3,3-difluoropiperidine-1-carbonyl)cyclopropane-1-carbonitrile FC(CN1N=NC2=C1C=C(C=C2)C=2C=CN1N=C(N=C(C12)OC)N[C@H]1C(CN(CC1)C(=O)C1(CC1)C#N)(F)F)F